OC=1C=CC(=NC1)OC1CC(C1)NC(OC(C)(C)C)=O tert-butyl ((1s,3s)-3-((5-hydroxypyridin-2-yl)oxy)cyclobutyl)carbamate